ClC1=CC(=CC(=C1)[N+](=O)[O-])OCCOCCOCCOCCOCCOCCOCCOCCOCC(OC)OC chloro-3-[2-[2-[2-[2-[2-[2-[2-[2-(2,2-dimethoxyethoxy)ethoxy]ethoxy]ethoxy]ethoxy]ethoxy]ethoxy]ethoxy]ethoxy]-5-nitro-benzene